BrC=1C(=NSC1)OCC1=C(C=C(C=C1)Cl)F 4-bromo-3-[(4-chloro-2-fluoro-phenyl)methoxy]isothiazole